3-(2,4-Dichloro-6-methylpyrimidin-5-yl)propan-1-ol ClC1=NC(=C(C(=N1)Cl)CCCO)C